CN(CCCOC1=C(C=C(C=C1)NC1=NC=C(C(=N1)OC)C(=O)N)C)C 2-((4-(3-(dimethylamino)propoxy)-3-methylphenyl)amino)-4-methoxypyrimidine-5-carboxamide